seryl tritriacontanoate C(CCCCCCCCCCCCCCCCCCCCCCCCCCCCCCCC)(=O)OC([C@@H](N)CO)=O